C(=C)C1CC2C(CC1)O2 4-vinyl-1,2-epoxycyclohexane